3-hydroxy-2,5-dihydro-furan-2-one OC=1C(OCC1)=O